[NH3+]CCC(=O)O β-alaninium